4-(sec-butyl)-5,11-dihydro-4H-3,4,10,11-tetraazadibenzo[cd,h]azulene C(C)(CC)N1CC2=C3C(C=CC3=C3C(C=C2)=CC=NN3)=N1